tert-butyl (1-(4-(3-amino-6-(2-hydroxyphenyl)pyridazin-4-yl)phenyl)piperidin-4-yl)carbamate NC=1N=NC(=CC1C1=CC=C(C=C1)N1CCC(CC1)NC(OC(C)(C)C)=O)C1=C(C=CC=C1)O